2-(1-(4-((4-(4-(2-methoxyethyl)piperazin-1-yl)phenyl)amino)-5-oxo-5,6-dihydropyrimido[4,5-d]pyridazin-2-yl)piperidin-4-yl)acetonitrile COCCN1CCN(CC1)C1=CC=C(C=C1)NC1=NC(=NC=2C=NNC(C21)=O)N2CCC(CC2)CC#N